C(C1=CC=CC=C1)OC(=O)N[C@@H](C(=O)OC)CNC(C1=CC(=CC(=C1)F)C1=C(C(=NN1CC)C)Cl)=O (R)-methyl 2-(((benzyloxy)carbonyl)amino)-3-(3-(4-chloro-1-ethyl-3-methyl-1H-pyrazol-5-yl)-5-fluorobenzamido)propanoate